cyclopropyl(1-methyl-4,10-dihydrobenzo[b]pyrazolo[3,4-e][1,4]diazepin-5(1H)-yl)methanone C1(CC1)C(=O)N1C2=C(NC3=C(C1)C=NN3C)C=CC=C2